(S)-tert-butyl 1-(4-(benzylthio)-3-methylphenylamino)-1-oxo-3-phenylpropan-2-ylcarbamate C(C1=CC=CC=C1)SC1=C(C=C(C=C1)NC([C@H](CC1=CC=CC=C1)NC(OC(C)(C)C)=O)=O)C